1-benzyl-3-((2-methyl-[1,1'-biphenyl]-3-yl)methyl)-1H-indol-5-ol C(C1=CC=CC=C1)N1C=C(C2=CC(=CC=C12)O)CC=1C(=C(C=CC1)C1=CC=CC=C1)C